C[C@H]1C(NCC1)=O (R)-3-methylpyrrolidone